N-((S)-1-(((R)-3-methyl-1-(4-oxo-1,3,6,2-dioxathiaborocan-2-yl)butyl)amino)-1-oxo-3-phenylpropan-2-yl)pyrazine-2-carboxamide CC(C[C@@H](B1OCCSCC(O1)=O)NC([C@H](CC1=CC=CC=C1)NC(=O)C1=NC=CN=C1)=O)C